NC1=NN(C2=CC=CC=C12)S(=O)(=O)N(C)C 3-amino-N,N-dimethyl-1H-indazole-1-sulfonamide